(E)-3-styryl-5,5-dimethylcyclohex-2-en-1-one C(=C\C1=CC=CC=C1)/C1=CC(CC(C1)(C)C)=O